C(CCCCCCCCCCCCCCCCC)[SiH3].[Na] sodium stearyl-silane